Alpha-Phenylhydroxyisobutyrate C1(=CC=CC=C1)C(C(=O)[O-])(CO)C